3-((13S,15R)-4-fluoro-13-methyl-17-oxo-7,8,9,11,12,13,14,15,16,17-decahydro-6H-cyclopenta[a]phenanthren-15-yl)-N-(5-(4-methylpiperazin-1-yl)pyridin-2-yl)propanamide FC1=CC=CC=2C3CC[C@@]4(C(C[C@H](C4C3CCC12)CCC(=O)NC1=NC=C(C=C1)N1CCN(CC1)C)=O)C